1-[4-(2,3-dimethylphenyl)piperazin-1-yl]-2-{3-[4-(pyrrolidin-1-yl)piperidine-1-carbonyl]-5,6-dihydrocyclopenta[c]pyrazol-1(4H)-yl}ethan-1-one CC1=C(C=CC=C1C)N1CCN(CC1)C(CN1N=C(C2=C1CCC2)C(=O)N2CCC(CC2)N2CCCC2)=O